(3R,5R)-1-{2-[1-(cyclopropylmethyl)-1H-pyrrolo[2,3-b]pyridin-2-yl]-7-methoxy-1-{[1-(pyrimidin-2-yl)-1H-pyrazol-4-yl]methyl}-1H-1,3-benzodiazole-5-carbonyl}-5-fluoropiperidin-3-amine C1(CC1)CN1C(=CC=2C1=NC=CC2)C2=NC1=C(N2CC=2C=NN(C2)C2=NC=CC=N2)C(=CC(=C1)C(=O)N1C[C@@H](C[C@H](C1)F)N)OC